1-(5-Cyano-4-methoxypyridin-2-yl)-1H-pyrazole-4-carboxylic acid C(#N)C=1C(=CC(=NC1)N1N=CC(=C1)C(=O)O)OC